3-cyclopropyl-4-(2,6-diazaspiro[3.3]heptan-2-ylmethyl)-5-methyl-isoxazole C1(CC1)C1=NOC(=C1CN1CC2(C1)CNC2)C